2-bromo-3,5-dichloropyridine-N-oxide BrC1=[N+](C=C(C=C1Cl)Cl)[O-]